BrC(CC(F)(F)F)C1=NC=C(C=C1)Cl 2-(1-bromo-3,3,3-trifluoro-propyl)-5-chloro-pyridine